C(C)N1N=CC=C1 1-ethylpyrazol